1,1-dimethyl-3-(3-((1-methyl-1H-indazol-4-yl)methyl)-2-oxo-1-propylindolin-3-yl)urea CN(C(=O)NC1(C(N(C2=CC=CC=C12)CCC)=O)CC1=C2C=NN(C2=CC=C1)C)C